C(C1=CC=CC=C1)(N)=N benzimidamide